2-(3-amino-7-chloro-9-methyl-9H-pyrido[2,3-b]indol-2-yl)propan-2-ol NC1=CC2=C(N(C3=CC(=CC=C23)Cl)C)N=C1C(C)(C)O